N2,N2-dimethylpyrimidine-2,4-diamine CN(C1=NC=CC(=N1)N)C